4-(1-hydroxyethyl)-4-methylpiperidine-1-carboxylic acid tert-butyl ester C(C)(C)(C)OC(=O)N1CCC(CC1)(C)C(C)O